FC1(CC1)C(=O)NC=1N=C2N(C=C(C=C2)C2=CC(=NC=C2)C)C1 1-fluoro-N-[6-(2-methylpyridin-4-yl)imidazo[1,2-a]pyridin-2-yl]cyclopropane-1-carboxamide